FC1C(C1)C(=O)NC1=NN2C(C=C(C=C2)C2=C3C=NNC3=C(C(=C2C)F)OC)=C1 2-fluoro-N-(5-(6-fluoro-7-methoxy-5-methyl-1H-indazol-4-yl)pyrazolo[1,5-a]pyridin-2-yl)cyclopropane-1-carboxamide